COC(C[C@H](CCCC)C)=O (S)-3-methyl-heptanoic acid methyl ester